C(C)N1CCN(CC1)C(=O)C=1C(=NC=CC1)[N+](=O)[O-] (4-ethylpiperazine-1-carbonyl)-2-nitropyridine